4-(1-{[6-(methoxymethyl)-2-pyridinyl]methyl}-1H-1,2,3-triazol-4-yl)-6-(8-quinolinyl)-2-pyrimidinylamine COCC1=CC=CC(=N1)CN1N=NC(=C1)C1=NC(=NC(=C1)C=1C=CC=C2C=CC=NC12)N